ClC=1C(=NC(=NC1)N[C@@H]1C[C@H]2CO[C@@H]([C@H]1O)O2)C=2C=C1C(=CN(C(C1=CC2)=O)C)CCC 6-(5-chloro-2-(((1S,3R,4S,5R)-4-hydroxy-6,8-dioxabicyclo[3.2.1]octan-3-yl)amino)pyrimidin-4-yl)-2-methyl-4-propylisoquinolin-1(2H)-one